N-(3,5-dichloro-4-((3-methoxy-1H-indazol-5-yl)oxy)phenyl)-5-oxo-4,5-dihydro-1,2,4-oxadiazole-3-carboxamide ClC=1C=C(C=C(C1OC=1C=C2C(=NNC2=CC1)OC)Cl)NC(=O)C1=NOC(N1)=O